CC1=CC=C(C=C1)S(=O)(=O)NC1CN(CC1)S(=O)(=O)C1=CC=C(C=C1)C N,1-bis(4'-methyl-benzenesulfonyl)pyrrolidine-3-amine